C(C)(C)(C)OC(=O)N1C[C@H]([C@@H](CC1)N1N=C(C=2C1=NC=NC2N)C2=CC=C(C=C2)OC2=CC=CC=C2)F (3R,4R)-4-(4-amino-3-(4-phenoxyphenyl)-1H-pyrazolo[3,4-d]pyrimidin-1-yl)-3-fluoropiperidine-1-carboxylic acid tert-butyl ester